3-(5-aminonaphthalene-1-yl)-N-(4-(dimethylamino)phenyl)-7-(1H-pyrrole-2-carbonyl)-5,6,7,8-tetrahydroimidazo[1,5-a]Pyrazine-1-carboxamide NC1=C2C=CC=C(C2=CC=C1)C1=NC(=C2N1CCN(C2)C(=O)C=2NC=CC2)C(=O)NC2=CC=C(C=C2)N(C)C